(2R,3S)-5,7-bis(benzyloxy)-2-(3,4-bis(benzyloxy)phenyl)chroman-3-yl-3,4-bis(benzyloxy)benzoate C(C1=CC=CC=C1)OC1=C2C[C@@H]([C@H](OC2=CC(=C1)OCC1=CC=CC=C1)C1=CC(=C(C=C1)OCC1=CC=CC=C1)OCC1=CC=CC=C1)OC(C1=CC(=C(C=C1)OCC1=CC=CC=C1)OCC1=CC=CC=C1)=O